(2R,3S,4S)-4-hydroxy-2-(4-(thiazol-5-yl)benzyl)pyrrolidin-3-yl (2-((1r,3R)-3-hydroxycyclobutyl)ethyl)carbamate OC1CC(C1)CCNC(O[C@H]1[C@H](NC[C@@H]1O)CC1=CC=C(C=C1)C1=CN=CS1)=O